N1CC(CC12CCCC2)C(=O)N 1-azaspiro[4.4]nonane-3-carboxamide